N-((7R)-2-Cyano-2-azabicyclo[2.2.1]heptan-7-yl)-4-(3-phenoxypyridin-4-yl)benzamid C(#N)N1C2CCC(C1)[C@H]2NC(C2=CC=C(C=C2)C2=C(C=NC=C2)OC2=CC=CC=C2)=O